C(CCCCC(C)C)C1=CC=C(C=C1)OC(OC1=CC=C(C=C1)CCCCCC(C)C)=O di-(4-isooctylphenyl)-carbonate